C(C)(C)C1=CC=C(C=NNC2=C(C(=O)O)C=CC=C2)C=C1 2-(2-(4-isopropylbenzylidene)hydrazinyl)benzoic acid